CNC(=O)C1=CC2=C(N=CO2)C=C1 N-methylbenzo[d]Oxazole-6-carboxamide